N-(6-(4-(3,9-dioxa-7-azabicyclo[3.3.1]nonan-7-yl)-1H-imidazol-1-yl)-5-fluoropyridin-3-yl)-2-(2-fluoro-3-(trifluoromethyl)phenyl)acetamide C12COCC(CN(C1)C=1N=CN(C1)C1=C(C=C(C=N1)NC(CC1=C(C(=CC=C1)C(F)(F)F)F)=O)F)O2